4'-{[(3R)-3-Methyl-1-{[4-(propan-2-yl)phenyl]carbamoyl}-D-prolyl]amino}[1,1'-biphenyl]-4-carboxylic acid C[C@H]1[C@@H](N(CC1)C(NC1=CC=C(C=C1)C(C)C)=O)C(=O)NC1=CC=C(C=C1)C1=CC=C(C=C1)C(=O)O